1,4-bisaminobenzene NC1=CC=C(C=C1)N